2-(azetidin-1-yl)-6-methoxy-N-(5-methyl-1H-pyrazol-3-yl)-7-(3-(pyrrolidin-1-yl)propoxy)quinazolin-4-amine N1(CCC1)C1=NC2=CC(=C(C=C2C(=N1)NC1=NNC(=C1)C)OC)OCCCN1CCCC1